5-methyl-1H-imidazol CC1=CN=CN1